C1(=CC=C(C=C1)C1=NC(=NC(=N1)C1=CC=C(C=C1)C1=CC=CC=C1)Cl)C1=CC=CC=C1 2,4-bis((1,1'-biphenyl)-4-yl)-6-chloro-1,3,5-triazine